C(C)(C)(C)OC(C(CCOC)N1C(C=C(C(=C1)OC)C1=C(C=CC(=C1)Cl)C1=NC(=NO1)C)=O)=O 2-{4-[5-chloro-2-(3-methyl-1,2,4-oxadiazol-5-yl)phenyl]-5-methoxy-2-oxopyridin-1(2H)-yl}-4-methoxybutanoic acid tert-butyl ester